N-(2-chloro-4-(difluoromethyl)thiophen-3-yl)-2-((6-(4-(2-hydroxyethyl)piperazin-1-yl)-2-methylpyrimidin-4-yl)amino)thiazole-5-carboxamide ClC=1SC=C(C1NC(=O)C1=CN=C(S1)NC1=NC(=NC(=C1)N1CCN(CC1)CCO)C)C(F)F